4-(4-amino-3-(methoxycarbonyl)-phenoxy)-butanoic acid NC1=C(C=C(OCCCC(=O)O)C=C1)C(=O)OC